C(C1=CC=CC=C1)OC(=O)NC1CC2(CN(C2)C(=O)OC(C)(C)C)C1 tert-butyl 6-(((benzyloxy)carbonyl)amino)-2-azaspiro[3.3]heptane-2-carboxylate